C(C)(=O)O[C@@H]1CN(C[C@H]1C1=C(C=CC(=C1)C(=O)OCC)C)C(=O)OC(C)(C)C tert-butyl (3S,4R)-3-acetoxy-4-(5-(ethoxycarbonyl)-2-methylphenyl)pyrrolidine-1-carboxylate